C(=O)[N-]C=O.[Na+] sodium diformylamide